N1=C(C=CC=C1)CN1C(C(=C(C1=O)C1=CC=C(C=C1)C(F)(F)F)C#CC1=CN=C2N1N=CC=C2)=O 1-(pyridin-2-ylmethyl)-3-(imidazo[1,2-b]pyridazin-3-ylethynyl)-4-(4-(trifluoromethyl)phenyl)-1H-pyrrole-2,5-dione